BrC=1C=2N(C=C(C1)S(=O)CC(C)(C)O)N=CC2C#N 4-bromo-6-((2-hydroxy-2-methylpropyl)sulfinyl)pyrazolo[1,5-a]pyridine-3-carbonitrile